N[C@@H]1CC[C@H](CC1)NC(OC(C)(C)C)=O tert-butyl trans-N-(4-aminocyclohexyl)carbamate